OC[C@H](C1=CC=CC=C1)NC1=NC(=NC=C1C1=NC(=NO1)C12CCN(CC1)CC2)NC=2C=C1C(NC(C1=CC2)=O)C 5-((4-(((S)-2-hydroxy-1-phenylethyl)amino)-5-(3-(quinuclidin-4-yl)-1,2,4-oxadiazol-5-yl)pyrimidin-2-yl)amino)-3-methylisoindolin-1-one